6-(4-formyl-1H-imidazol-1-yl)-2,4-dimethylpyridine-3-carbonitrile C(=O)C=1N=CN(C1)C1=CC(=C(C(=N1)C)C#N)C